(S)-N-(1-(3-(2-cyclopropylpyridin-4-yl)-1,2,4-thiadiazol-5-yl)ethyl)-1-methyl-3-(trifluoromethyl)-1H-pyrazole-5-carboxamide C1(CC1)C1=NC=CC(=C1)C1=NSC(=N1)[C@H](C)NC(=O)C1=CC(=NN1C)C(F)(F)F